(6R,8aS)-6-[8-amino-1-(4-{(1R)-1-[3-(difluoromethyl)phenyl]-1-hydroxyethyl}phenyl)-5-fluoroimidazo[1,5-a]pyrazin-3-yl]hexahydroindolizin-3(2H)-one NC=1C=2N(C(=CN1)F)C(=NC2C2=CC=C(C=C2)[C@@](C)(O)C2=CC(=CC=C2)C(F)F)[C@H]2CN1C(CC[C@@H]1CC2)=O